5-(azetidin-3-yloxy)-3-chloropyridazine N1CC(C1)OC=1C=C(N=NC1)Cl